N1-(5-chloro-4-fluoro-2-methylphenyl)-N2-(1H-pyrrolo[3,2-c]pyridin-3-yl)oxalamide ClC=1C(=CC(=C(C1)NC(C(=O)NC1=CNC2=C1C=NC=C2)=O)C)F